5-[(4R,8R,9aS)-4-methyl-8-[4-[(2R)-morpholin-2-yl]phenyl]-1,3,4,6,7,8,9,9a-octahydropyrido[1,2-a]pyrazin-2-yl]quinoline-8-carbonitrile C[C@@H]1CN(C[C@H]2N1CC[C@H](C2)C2=CC=C(C=C2)[C@@H]2CNCCO2)C2=C1C=CC=NC1=C(C=C2)C#N